Cl.COC1=C(C=C(C(=C1)I)OC)CCCN 2,5-dimethoxy-4-iodophenylpropylamine monohydrochloride